[Na+].C(CC[C@@H](C(=O)O)NC(=O)C1=CC=C(NC[C@@H]2CNC=3N=C(N)NC(=O)C3N2)C=C1)(=O)[O-] (6R)-tetrahydrofolic acid sodium salt